4,5-dimethylhexanoic acid CC(CCC(=O)O)C(C)C